BrC=1N=C(C=2N(C1)C=C(N2)C)OC 6-bromo-8-methoxy-2-methyl-imidazo[1,2-a]pyrazine